CC(C(=O)OC(OC(C(=C)C)=O)(F)F)=C [difluoro(2-methylprop-2-enoyloxy)methyl] 2-methylprop-2-enoate